4-(4-nitro-benzoyloxy)-pyrrolidine-1-carboxylic acid benzyl ester C(C1=CC=CC=C1)OC(=O)N1CCC(C1)OC(C1=CC=C(C=C1)[N+](=O)[O-])=O